4-butenyloxy-2,3-difluorophenylboronic acid C(=CCC)OC1=C(C(=C(C=C1)B(O)O)F)F